(3,3-difluorocyclobutyl)-1-(1-(2-fluoroacryloyl)azetidin-3-yl)-3-(4-(trifluoromethyl)phenyl)-1H-pyrazolo[4,3-b]pyridine-7-carboxamide FC1(CC(C1)C1=CC(=C2C(=N1)C(=NN2C2CN(C2)C(C(=C)F)=O)C2=CC=C(C=C2)C(F)(F)F)C(=O)N)F